FC(C=1C=C(C=CC1F)C=1C=NN(C1)CC1=CC(=NN1C)C)F 5-[[4-[3-(Difluoromethyl)-4-fluoro-phenyl]pyrazol-1-yl]methyl]-1,3-dimethyl-pyrazole